The molecule is a nucleotide-sugar oxoanion arising from deprotonation of the diphosphate OH groups of CDP-4-dehydro-3,6-dideoxy-D-glucose; major species at pH 7.3. It is a conjugate base of a CDP-4-dehydro-3,6-dideoxy-D-glucose. C[C@@H]1C(=O)C[C@H](C(O1)OP(=O)([O-])OP(=O)([O-])OC[C@@H]2[C@H]([C@H]([C@@H](O2)N3C=CC(=NC3=O)N)O)O)O